6-methoxy-N4-(5-(methoxymethyl)-1H-pyrazol-3-yl)-N2,N2-dimethyl-7-(3-(pyrrolidin-1-yl)propoxy)quinazoline-2,4-diamine COC=1C=C2C(=NC(=NC2=CC1OCCCN1CCCC1)N(C)C)NC1=NNC(=C1)COC